OC1(CC1)C1=NN(C=N1)C1CC2(CN(C2)C(=O)N2CC3(C2)CC(C3)CC3=NC(=NS3)C(F)(F)F)C1 [6-[3-(1-hydroxycyclopropyl)-1,2,4-triazol-1-yl]-2-azaspiro[3.3]heptan-2-yl]-[6-[[3-(trifluoromethyl)-1,2,4-thiadiazol-5-yl]methyl]-2-azaspiro[3.3]heptan-2-yl]methanone